tert-butyl 4-(3,4-dihydro-2H-quinoxalin-1-yl)piperidine-1-carboxylate N1(CCNC2=CC=CC=C12)C1CCN(CC1)C(=O)OC(C)(C)C